(3S)-1,1-di(tert-butyldimethylsilyloxy)methyl-1,2,3,4-tetrahydro-beta-carboline [Si](C)(C)(C(C)(C)C)OCC1(NCCC=2C3=CC=CC=C3NC12)CO[Si](C)(C)C(C)(C)C